FC1(CCN(C1)C)F (S)-4,4-difluoro-1-methylpyrrolidine